8-bromo-6-chloro-3-(methoxymethyl)quinolone Sodium N-(5-methoxycarbonyl-2-methylphenyl)sulfamate COC(=O)C=1C=CC(=C(C1)NS([O-])(=O)=O)C.[Na+].BrC=1C=C(C=C2C=C(C(NC12)=O)COC)Cl